[F-].[F-].[F-].[F-].[F-].FOF fluoroether pentafluoride